NC1C(SC=C1)C(=O)OCC(=O)C1=CC=C(C=C1)OCCCCl (4-(3-chloropropoxy) phenyl)-2-oxoethyl 3-amino-2,3-dihydrothiophene-2-carboxylate